(E)-2-(3-methoxy-4-hydroxystyryl)-3-methylbenzo[d]thiazole COC=1C=C(/C=C/C2SC3=C(N2C)C=CC=C3)C=CC1O